FC=1C(=NC=CC1CC=1C(OC2=CC(=CC=C2C1C)O)=O)NS(NC)(=O)=O 3-({3-fluoro-2-[(methylsulfamoyl)amino]pyridin-4-yl}methyl)-7-hydroxy-4-methylchromen-2-one